4'-((6-(cyclopropylmethyl)-5-(ethyl-(phenyl)amino)-2,4-dihydroxypyridin-3-yl)sulfonyl)-N-methyl-[1,1'-biphenyl]-2-carboxamide C1(CC1)CC1=C(C(=C(C(=N1)O)S(=O)(=O)C1=CC=C(C=C1)C=1C(=CC=CC1)C(=O)NC)O)N(C1=CC=CC=C1)CC